BrC1=C2N=C(C=NC2=CC=C1OC=1C=CC2=C(N(C(=N2)C)COCC[Si](C)(C)C)C1)C=1C=NN(C1)CC1CC(C1)(F)F 2-[[6-[5-bromo-3-[1-[(3,3-difluorocyclobutyl)methyl]pyrazol-4-yl]quinoxalin-6-yl]oxy-2-methyl-benzimidazol-1-yl]methoxy]ethyl-trimethyl-silane